C(C1=C(C(=CC(=C1)CC)C(C)(C)C)O)C1=C(C(=CC(=C1)CC)C(C)(C)C)O methylenebis(6-t-butyl-4-ethylphenol)